(naphthalen-2-yl)-1-(3,5,6-trimethylpyrazin-2-yl)-1H-pyrazol-5-ol C1=C(C=CC2=CC=CC=C12)C1=NN(C(=C1)O)C1=NC(=C(N=C1C)C)C